N-methyl-N-β-hydroxyethylaniline CN(C1=CC=CC=C1)CCO